IC=1N(C=CN1)COCC[Si](C)(C)C 2-iodo-1-((2-(trimethylsilyl)ethoxy)methyl)-1H-imidazole